3-{5-[4-(3,3-difluorocyclobutyl)piperazin-1-yl]-1H-pyrrolo[3,2-b]pyridin-3-yl}-1-[4-(trifluoromethyl)phenyl]urea FC1(CC(C1)N1CCN(CC1)C1=CC=C2C(=N1)C(=CN2)NC(NC2=CC=C(C=C2)C(F)(F)F)=O)F